COCCN(C=1N=C(C2=C(N1)C(=NC(=N2)N2CC=1N(CC2)N=CN1)N1CCC(CC1)OC)N1CC(N(CC1)C)=O)CCOC 4-(2-(bis(2-methoxyethyl)amino)-6-(5,6-dihydro-[1,2,4]triazolo[1,5-a]pyrazin-7(8H)-yl)-8-(4-methoxypiperidin-1-yl)pyrimido[5,4-d]pyrimidin-4-yl)-1-methylpiperazin-2-one